ClC1=C2C(=C(N=N1)N[C@H]1[C@@H](CCCC1)O)C=NC=C2 (1R,2R)-2-((1-chloropyrido[3,4-d]pyridazin-4-yl)amino)cyclohexan-1-ol